NC1=C(C(=NC=2N1NC(C2C)CC)S(=O)(=O)C)C#N 7-amino-2-ethyl-3-methyl-5-(methylsulfonyl)-1,2-dihydropyrazolo[1,5-a]pyrimidine-6-carbonitrile